C(C1=CC=CC=C1)OCCC(C(C)=O)=O 5-(benzyloxy)-3-oxopentanone